vinyl-4-phenyl-benzyl alcohol C(=C)C(C1=CC=C(C=C1)C1=CC=CC=C1)O